[1-(difluoromethyl)-5-methyl-2-oxo-1,2-dihydropyridin-3-yl]boronic acid FC(N1C(C(=CC(=C1)C)B(O)O)=O)F